N-(2-Chloro-3-{(4S)-2-imino-4-methyl-1-[(2R*,4R*)-2-methyl-tetrahydropyran-4-yl]-6-oxo-hexahydropyrimidin-4-yl}phenyl)-2-(trifluoromethyl)pyridine-3-carboxamide hydrochloride Cl.ClC1=C(C=CC=C1[C@]1(NC(N(C(C1)=O)[C@H]1C[C@H](OCC1)C)=N)C)NC(=O)C=1C(=NC=CC1)C(F)(F)F |o1:15,17|